fluoro-2-(o-tolyl)-4-(1,1,1-trifluoropropan-2-yl)phthalazin-1(2H)-one FC1=C2C(=NN(C(C2=CC=C1)=O)C1=C(C=CC=C1)C)C(C(F)(F)F)C